(((R)-2-amino-3-(4-methylpiperazin-1-yl)-3-oxopropyl)thio)-L-cysteine trihydrochloride Cl.Cl.Cl.N[C@@H](CSN[C@@H](CS)C(=O)O)C(=O)N1CCN(CC1)C